3-(4-bromo-2-fluorobenzyl)-5-(3-chlorophenyl)-1,3,4-oxadiazol-2(3H)-imine BrC1=CC(=C(CN2C(OC(=N2)C2=CC(=CC=C2)Cl)=N)C=C1)F